N-((R)-2-(3-bromo-5-chlorophenyl)-2-(((R)-tert-butylsulfinyl)amino)ethyl)-2-chloroacetamide BrC=1C=C(C=C(C1)Cl)[C@H](CNC(CCl)=O)N[S@](=O)C(C)(C)C